BrN1C(N(C(C1(C)C)=O)Cl)=O 1-bromo-3-chloro-5,5-dimethylimidazolidine-2,4-dione